FC1=C(C=CC=2N(C(=NC21)C2=NON=C2C)CC=2N=NC=CC2)F 3-(4,5-difluoro-1-(pyridazin-3-ylmethyl)-benzoimidazol-2-yl)-4-methyl-1,2,5-oxadiazole